CN1[C@@H](CCC1)/C=C/C(=O)O (2E)-3-[(2S)-1-methylpyrrolidin-2-yl]prop-2-enoic acid